COC(=O)C1C(C=CCC1(C)C)C Methyl-2,6,6-trimethylcyclohex-3-en-1-carboxylat